2-fluoro-3-(1-(3-(trifluoromethyl)phenyl)pyrrolidin-3-yl)benzoic acid FC1=C(C(=O)O)C=CC=C1C1CN(CC1)C1=CC(=CC=C1)C(F)(F)F